CN1[C@@H](CCC1)COC1=NC(=CC(=N1)C(=O)NC1=C2C=NN(C2=CC=C1)C1OCCCC1)N1CCNCC1 2-[[(2S)-1-methylpyrrolidin-2-yl]methoxy]-6-piperazin-1-yl-N-(1-tetrahydropyran-2-ylindazol-4-yl)pyrimidine-4-carboxamide